dibenzo[f,h]thieno[3,4-b]quinoxaline C1=CC=CC2=C1C1=NC=3C(N=C1C1=C2C=CC=C1)=CSC3